SC1=NC=C2NC=NC2=N1 sulfydryl-purine